N-[(3S,4R)-3-fluoropiperidin-4-yl]-2-(5-{[(1H-pyrazol-4-yl)amino]methyl}-1,2,4-oxadiazol-3-yl)-1-(2,2,2-trifluoroethyl)-1H-indol-4-amine F[C@H]1CNCC[C@H]1NC=1C=2C=C(N(C2C=CC1)CC(F)(F)F)C1=NOC(=N1)CNC=1C=NNC1